COC1=C(C(=CC=C1)OC)N1C(=NC=2C1=NC(=CN2)NS(=O)(=O)C[C@@H]2CC(N(CC2)C)=O)C2=NC(=CC=C2)OCC (S)-N-(1-(2,6-Dimethoxyphenyl)-2-(6-ethoxypyridin-2-yl)-1H-imidazo[4,5-b]pyrazin-6-yl)-1-(1-methyl-2-oxopiperidin-4-yl)methanesulfonamide